phenyl 2-(5-(trifluoromethyl)-1,2,4-oxadiazol-3-yl)-4,7-dihydrothieno[2,3-c]pyridine-6(5H)-carboxylate FC(C1=NC(=NO1)C1=CC2=C(CN(CC2)C(=O)OC2=CC=CC=C2)S1)(F)F